C(C)(C)(C)OC(=O)N1[C@@H](COCC1)C=1C=C(C=C2CCN(CC12)C(=O)N1C2COCC1CC2)Cl (3R)-3-(2-(3-oxa-8-azabicyclo[3.2.1]octane-8-carbonyl)-6-chloro-1,2,3,4-tetrahydroisoquinolin-8-yl)morpholine-4-carboxylic acid tert-butyl ester